FC=1C=CC(=C(C1)C(=O)N1CCCCC1)C 1-[(5-fluoro-2-methylphenyl)carbonyl]piperidin